C(C)N1N=C(C(=C1)C1=C(C=CC=C1)[C@H]1C2=C(CN(C1)C(\C=C\CNCC)=O)SC(=C2)C#N)C(F)(F)F (S,E)-4-(2-(1-Ethyl-3-(trifluoromethyl)-1H-pyrazol-4-yl)phenyl)-6-(4-(ethylamino)but-2-enoyl)-4,5,6,7-tetrahydrothieno[2,3-c]pyridine-2-carbonitrile